zinc-manganese zinc-manganese [Mn].[Zn].[Mn].[Zn]